COC=1C(=CC2=C(N(C=N2)C2=CC=C(C(=N2)C=2C(=NN(C2)CC(F)(F)F)C)C=O)C1)NC=1N=NC(=CC1)C 6-[6-methoxy-5-[(6-methylpyridazin-3-yl)amino]benzimidazol-1-yl]-2-[3-methyl-1-(2,2,2-trifluoroethyl)pyrazol-4-yl]pyridine-3-carbaldehyde